8-fluoro-7-(hydroxymethyl)-3-methyl-5-(prop-1-yn-1-yl)quinoxalin-2(1H)-one FC=1C(=CC(=C2N=C(C(NC12)=O)C)C#CC)CO